CC=1N(C(=CC1)C)C1=NN2C(C=C(C=C2)B2OC(C(O2)(C)C)(C)C)=N1 2-(2,5-dimethyl-1H-pyrrol-1-yl)-7-(4,4,5,5-tetramethyl-1,3,2-dioxaborolan-2-yl)-[1,2,4]triazolo[1,5-a]pyridine